C(#N)C1(CC1)CC(=O)NC1=C2C=CN(C2=CC=C1)C1=CC(=NC=C1)NC(=O)C1CC1 N-(4-(4-(2-(1-Cyanocyclopropyl)acetamido)-1H-indol-1-yl)pyridin-2-yl)cyclopropancarboxamid